N(=C=S)CCCSC 1-Isothiocyanato-3-(methylthio)propane